(2-((3-methylbut-2-en-1-yl)oxy)vinyl)benzene CC(=CCOC=CC1=CC=CC=C1)C